C5-Bromopyrazin-2-amine BrC=1N=CC(=NC1)N